2-(4-(2-fluorophenoxy)phenyl)-6-methoxy-4H-chromen-4-one FC1=C(OC2=CC=C(C=C2)C=2OC3=CC=C(C=C3C(C2)=O)OC)C=CC=C1